CC(CC(=O)[O-])C(CC)C 3,4-dimethylhexanoate